(2S)-2-[3-[3-(4-chlorophenyl)-4-phenyl-4,5-dihydropyrazol-1-yl]-1-[(3,4-dimethoxyphenyl)methyl]-5-oxo-1,2,4-triazol-4-yl]propanamide ClC1=CC=C(C=C1)C1=NN(CC1C1=CC=CC=C1)C1=NN(C(N1[C@H](C(=O)N)C)=O)CC1=CC(=C(C=C1)OC)OC